4-(2-methylbut-3-yn-2-yl)-6-(perfluorophenyl)-2H-benzo[b][1,4]oxazin-3(4H)-one CC(C)(C#C)N1C2=C(OCC1=O)C=CC(=C2)C2=C(C(=C(C(=C2F)F)F)F)F